N1N=CC=2N=CN=C(C21)N[C@H](C(=O)O)CCN(CCCCC2=NC=1NCCCC1C=C2)CCOC (S)-2-((1H-pyrazolo[4,3-d]pyrimidin-7-yl)amino)-4-((2-methoxyethyl)(4-(5,6,7,8-tetrahydro-1,8-naphthyridin-2-yl)butyl)amino)butanoic acid